[Si](C)(C)(C(C)(C)C)OCC#CC(CNC1=NC2=C(C=C(C=C2C(N1CC=1C=NN(C1)C)=O)S(=O)(=O)NC1(CC1)C)Cl)O 2-({5-[(tert-butyldimethylsilyl)oxy]-2-hydroxypent-3-yn-1-yl}amino)-8-chloro-N-(1-methylcyclopropyl)-3-[(1-methylpyrazol-4-yl)methyl]-4-oxoquinazoline-6-sulfonamide